benzo[d][1,3]oxazin-4-one N1=COC(C2=C1C=CC=C2)=O